CS(=O)(=O)C=1C=CC2=C(OC3=C2C=CC=C3)C1 3-(methylsulfonyl)dibenzo[b,d]furan